5-(trifluoromethyl)-1-[3-(trifluoromethyl)-2-pyridyl]pyrazole-4-carboxamide FC(C1=C(C=NN1C1=NC=CC=C1C(F)(F)F)C(=O)N)(F)F